4-phenyldibenzo[b,d]selenophene C1(=CC=CC=C1)C1=CC=CC2=C1[Se]C1=C2C=CC=C1